(S)-4-(5-(3-((2-((S)-3-carboxybutanoyl)-6-methoxybenzo[b]thiophen-5-yl)oxy)propoxy)-6-methoxythieno[3,2-b]pyridin-2-yl)-2-methyl-4-oxobutanoic acid C(=O)(O)[C@H](CC(=O)C1=CC2=C(S1)C=C(C(=C2)OCCCOC2=C(C=C1C(=N2)C=C(S1)C(C[C@@H](C(=O)O)C)=O)OC)OC)C